NCC1(CCN(CC1)C1=NN2C(S1)=NC=C2C2=C(C=CC=C2)OCC(CF)F)O 4-(aminomethyl)-1-(5-(2-(2,3-difluoropropoxy)phenyl)imidazo[2,1-b][1,3,4]thiadiazol-2-yl)piperidin-4-ol